O[C@H]1C[C@H]2C[C@@H]([C@H]3[C@@H]4CC[C@H]([C@@H](CCCC(C)C)C)[C@]4(CC[C@@H]3[C@]2(CC1)C)C)O 3a,7beta-dihydroxyl-5beta-cholestane